1-methyl-2-((2-methoxybenzyl-(propargyl)amino)methyl)-5-hydroxypyridin CN1C(C=CC(=C1)O)CN(CC#C)CC1=C(C=CC=C1)OC